4-(5-(1,3-dioxolan-2-yl)pyridin-2-yl)-6-chloroindoline O1C(OCC1)C=1C=CC(=NC1)C1=C2CCNC2=CC(=C1)Cl